spirobifluorenyl-amine C12(C(=CC=C3C4=CC=CC=C4C=C13)N)C=CC=C1C3=CC=CC=C3C=C12